ClC=1N=NC(=C(C1C1=C(C=CC=C1F)F)C1=CC=CC=C1)C 3-chloro-5-phenyl-6-methyl-4-(2,6-difluorophenyl)pyridazine